2-(1-(4-methoxybenzyl)piperidin-4-yl)-3-nitropyridine-2,4-diamine COC1=CC=C(CN2CCC(CC2)C2(NC=CC(=C2[N+](=O)[O-])N)N)C=C1